CN1N=CC=2C1=NC(=CC2N2CC1=C(CC2)N(N=C1C)CC12CCC(CC1)(CC2)N2C[C@@H]([C@@H](C2)O)O)C (3S,4R)-1-(4-((5-(1,6-dimethyl-1H-pyrazolo[3,4-b]pyridin-4-yl)-3-methyl-4,5,6,7-tetrahydro-1H-pyrazolo[4,3-c]pyridin-1-yl)methyl)bicyclo[2.2.2]octan-1-yl)pyrrolidine-3,4-diol